C1(=CC=CC=C1)C1=NC(=NC(=N1)C1=CC=CC=C1)C=1C(=C(C(=C(C#N)C1)C1=CC=CC=C1)N1C=2C=CC=CC2C=2C3=C(C=CC12)OC1=C3C=CC=C1)N1C=3C=CC=CC3C=3C2=C(C=CC13)OC1=C2C=CC=C1 5-(4,6-diphenyl-1,3,5-triazin-2-yl)-3,4-bis(benzofuro[2,3-c]carbazole-8-yl)-2-phenylbenzonitrile